ClC1=C(C(=O)O)C=C(C=C1)C1=CC(=CC=C1)COC=1C=C2CN(C(C2=CC1)=O)CC1=CC=C(C=C1)F 2-Chloro-5-[3-({2-[(4-fluorophenyl)methyl]-1-oxoisoindolin-5-yloxy}methyl)phenyl]benzoic acid